ClC=1C=CC(=C(C1)[C@@H]1CC[C@H](CC1)SC=1N=NNC1C(=O)O)OC(F)(F)F 4-(((trans)-4-(5-chloro-2-(trifluoromethoxy)phenyl)cyclohexyl)thio)-1H-1,2,3-triazole-5-carboxylic acid